FC(C(CC(=O)N(C)C)=O)(F)F 4,4,4-Trifluoro-N,N-dimethyl-3-oxobutanamide